5-(benzyloxy)-N-(1-ethylpiperidin-4-yl)-2-methylbenzofuran-3-carboxamide C(C1=CC=CC=C1)OC=1C=CC2=C(C(=C(O2)C)C(=O)NC2CCN(CC2)CC)C1